4-(4-(chlorocarbonyl)-5-(trifluoromethyl)-1H-pyrazol-1-yl)indoline-1-carboxylic acid tert-butyl ester C(C)(C)(C)OC(=O)N1CCC2=C(C=CC=C12)N1N=CC(=C1C(F)(F)F)C(=O)Cl